1-(4-tert-butylphenyl)-3-(4-methoxyphenyl)-5-(4-methoxyphenyl)-pyrazoline C(C)(C)(C)C1=CC=C(C=C1)N1NC(=CC1C1=CC=C(C=C1)OC)C1=CC=C(C=C1)OC